ClC1=NC=C(C(=N1)C1=CCCCC1)Cl 2,5-dichloro-4-(cyclohexen-1-yl)pyrimidine